FC=1C=C(C=CC1OC(F)(F)F)C(=O)[C@@H]1C[C@H](C1)C(F)(F)F (3-fluoro-4-(trifluoromethoxy)phenyl)(trans-3-(trifluoromethyl)cyclobutyl)methanone